4-(2-amino-5-ureidovalerylamino)-3,5-difluorobenzamide NC(C(=O)NC1=C(C=C(C(=O)N)C=C1F)F)CCCNC(=O)N